phenetyl isocyanate C1(=CC=C(C=C1)OCC)N=C=O